ClCCCCC=1C=C(C=2[C@H]3[C@H](C(OC2C1)C)CCC(=C3)C)O (6Ar,10aR)-3-(4-chlorobutyl)-6,9-dimethyl-6a,7,8,10a-tetrahydro-6H-benzo[c]chromen-1-ol